2-((4-(2,7-Diazaspiro[3.5]nonan-2-yl)pyrimidin-5-yl)oxy)-N-((1R,2R,4S)-7-oxabicyclo[2.2.1]heptan-2-yl)-5-fluoro-N-isopropylbenzamide C1N(CC12CCNCC2)C2=NC=NC=C2OC2=C(C(=O)N(C(C)C)[C@H]1[C@H]3CC[C@@H](C1)O3)C=C(C=C2)F